O=S1(CCC2=C1C(=CC=C2)N(C(=O)C=2C=NC=CC2)CC2=CC(=C(C=C2)C=C)[N+](=O)[O-])=O N-(1,1-dioxo-2,3-dihydro-1λ6-benzothiophen-7-yl)-N-[(4-ethenyl-3-nitrophenyl)methyl]pyridine-3-carboxamide